NCCCNCC1=CC=C(C(=O)NC2=CC=C(C=C2)S(=O)(=O)N2CCN(CC2)C2=NC(=CC(=C2)C(F)(F)F)Cl)C=C1 4-[(3-Aminopropylamino)methyl]-N-[4-[4-[6-chloro-4-(trifluoromethyl)-2-pyridyl]piperazin-1-yl]sulfonylphenyl]benzamide